C[Si](OCC1OCCCC1)(C)C trimethyl[(tetrahydropyran-2-yl)methoxy]-silane